3-((4-aminophenyl)ethynyl)-N-(imidazo[1,2-a]pyridin-7-ylmethyl)-4-(((1-methyl-1H-pyrazol-3-yl)methyl)sulfonyl)benzamide NC1=CC=C(C=C1)C#CC=1C=C(C(=O)NCC2=CC=3N(C=C2)C=CN3)C=CC1S(=O)(=O)CC1=NN(C=C1)C